ClC=1C=C(C=C(C1OC=1C=C2CCN(C(C2=CC1)=O)CC=1N=NC=CC1)Cl)N1NC=CN=C1 2-(3,5-Dichloro-4-((2-(pyridazin-3-ylmethyl)-1-oxo-1,2,3,4-tetrahydroisoquinoline-6-yl)oxy)phenyl)-1,2,4-triazine